(2'S,7R)-2-chloro-2'-methyl-spiro[4,5-dihydrothieno[2,3-c]pyran-7,4'-piperidine]-4-ol ClC1=CC2=C(S1)[C@@]1(C[C@@H](NCC1)C)OCC2O